ClC1=NN=C2N1C1=CC=CC=C1C(=N2)N(C)C2=CC(=CC(=C2)F)C#CC(C)(C)C2CC2 chloro-N-(3-(3-cyclopropyl-3-methylbut-1-yn-1-yl)-5-fluorophenyl)-N-methyl-[1,2,4]triazolo[4,3-a]quinazolin-5-amine